C(C)(C)OC(=O)[C@H]1OC(O[C@@H]1C(=O)OC(C)C)\C=C\COC(C1=CC=CC=C1)=O (4S,5S,E)-2-(3-Benzoyloxyprop-1-enyl)-1,3-dioxolane-4,5-dicarboxylic acid diisopropyl ester